BrC=1C=C(C=C(C1I)C)CO (3-bromo-4-iodo-5-methyl-phenyl)methanol